N1C=C(C2=CC=CC=C12)C([C@H](C1=CC=CC=C1)NCCC1=CC(=CC=C1)OC)=O |r| (S)- and (R)-1-(1H-indol-3-yl)-2-((3-methoxyphenethyl)amino)-2-phenylethan-1-one